O=C1NCCC2=CC=CC=C12 1-oxo-1,2,3,4-tetrahydroisoquinoline